Cl.COC(=O)[C@H]1NC[C@@H](C1)C1=CC=CC=C1 (2s,4s)-4-phenylpyrrolidine-2-carboxylic acid methyl ester hydrochloride